BrC=1C=CS(C1)CNC=1C=2N=CN([C@H]3[C@H](O)[C@H](O)[C@@H](CO)O3)C2N=CN1 N6-[(4-bromothien-S-yl)methyl]adenosine